C(C)C1C(C2CC(C1C2)CO)CO (3-ethylbicyclo[2.2.1]heptane-2,5-diyl)dimethanol